NC1=CC=C(C=C1)C1C(C2=CC=C(C=C2C1C)N)CC 2-(4-aminophenyl)-1-ethyl-2,3-dihydro-3-methyl-1H-indene-5-amine